benzyl 4-((4-(3,6-dihydro-2H-pyran-4-yl)benzyl)amino)-3-fluorobenzoate O1CCC(=CC1)C1=CC=C(CNC2=C(C=C(C(=O)OCC3=CC=CC=C3)C=C2)F)C=C1